CC(CCC(=O)N1CC2(CC2)C[C@H]1C(=O)N[C@@H](C[C@H]1C(NCC1)=O)C(COC(F)(F)F)=O)(C)C (S)-5-(4,4-dimethylpentanoyl)-N-((S)-3-oxo-1-((S)-2-oxopyrrolidin-3-yl)-4-(trifluoromethoxy)butan-2-yl)-5-azaspiro[2.4]heptane-6-carboxamide